C(C#CCCCC)OC(CCCCC(=O)OCCCCCCN(CCCCCCCC(=O)OCCCCCCCCC)CCO)OCC#CCCCC nonyl 8-((6-((6,6-bis(hept-2-yn-1-yloxy)hexanoyl)oxy)hexyl)(2-hydroxyethyl)amino)octanoate